4-(2-oxo-2-(4-(2-oxo-2,3-dihydro-1H-benzo[d]imidazol-1-yl)piperidin-1-yl)ethyl)benzonitrile O=C(CC1=CC=C(C#N)C=C1)N1CCC(CC1)N1C(NC2=C1C=CC=C2)=O